N-[4-(3-Cyanophenyl)-5-[2-(methoxymethyl)-6-methyl-4-pyridyl]thiazol-2-yl]-2-oxa-6-azaspiro[3.3]heptan-6-carboxamid C(#N)C=1C=C(C=CC1)C=1N=C(SC1C1=CC(=NC(=C1)C)COC)NC(=O)N1CC2(COC2)C1